FC1=C(C=C(C=C1)C1=C(C2=CC=CC=C2C=C1)C=O)C(F)(F)F (4-fluoro-3-(trifluoromethyl)phenyl)-1-naphthalenealdehyde